4-((4-methoxybenzyl)amino)-1,3-dihydrofuro[3,4-c]quinoline-8-carboxylic acid COC1=CC=C(CNC2=NC=3C=CC(=CC3C3=C2COC3)C(=O)O)C=C1